SC=1N(C(=NN1)CC1(CC(C1)C#N)C=1C=C2C(NCC2=CC1)=O)C 3-((5-Mercapto-4-methyl-4H-1,2,4-triazol-3-yl)methyl)-3-(3-oxoisoindolin-5-yl)cyclobutane-1-carbonitrile